amino2-picolinic acid NC=1C(=NC=CC1)C(=O)O